BrC1=C(C(=NC(=C1C(=O)O)Cl)Cl)F bromo-2,6-dichloro-5-fluoronicotinic acid